N-((cis)-4-(((R)-2-(5-Fluoropyridin-3-yl)-2-hydroxyethyl)amino)-cyclohexyl)methanesulfonamide FC=1C=C(C=NC1)[C@H](CN[C@H]1CC[C@H](CC1)NS(=O)(=O)C)O